FC1=CC=C(C(=O)C=2C=CC3=C(NC=N3)C2)C=C1 6-(4-Fluorobenzoyl)-1H-benzimidazol